C(C)(C)(C)OC(=O)NCCN1N=CC(=C1)B(O)O [1-[2-(tert-butoxycarbonylamino)ethyl]pyrazol-4-yl]boronic acid